F[B-](F)(F)F.C(=O)(O)C1N(C=CN1C)CC carboxyl-1-ethyl-3-methylimidazole tetrafluoroborate